C(C)(C)(C)C1=CC(=C(C=C1)OC)I 4-(tertiary butyl)-2-iodo-1-methoxybenzene